O=C1CCC(CC1)N1N=CC(=C1)C=1N=C(C=2N(C1)N=CC2C#N)C=2C=NC(=CC2)N2CC1COCC(C2)N1CC1=NC=CC=C1 6-[1-(4-oxocyclohexyl)pyrazol-4-yl]-4-[6-[9-(2-pyridylmethyl)-3-oxa-7,9-diazabicyclo[3.3.1]nonan-7-yl]-3-pyridyl]pyrazolo[1,5-a]pyrazine-3-carbonitrile